chloro-trityl (S)-3-((S)-2-amino-3-methoxy-N-methylpropanamido)-4-(4-chlorophenyl)butanoate N[C@H](C(=O)N(C)[C@H](CC(=O)OC(C1=C(C=CC=C1)Cl)(C1=CC=CC=C1)C1=CC=CC=C1)CC1=CC=C(C=C1)Cl)COC